7-chloro-1-cyclopropyl-6-fluoro-4-oxo-1,4-dihydro-quinoline-3-carboxylic acid ethyl ester C(C)OC(=O)C1=CN(C2=CC(=C(C=C2C1=O)F)Cl)C1CC1